(tert-butoxycarbonyl)serine isopropyl ester C(C)(C)OC([C@@H](NC(=O)OC(C)(C)C)CO)=O